Pyridazin-4-yl(4-((4-(3-((2-((1S)-1-((tetrahydro-2H-pyran-2-yl)oxy)ethyl)-1H-imidazol-1-yl)methyl)isoxazol-5-yl)phenyl)ethynyl)-3,6-dihydropyridin-1(2H)-yl)methanone N1=NC=C(C=C1)C(=O)N1CCC(=CC1)C#CC1=CC=C(C=C1)C1=CC(=NO1)CN1C(=NC=C1)[C@H](C)OC1OCCCC1